N-(1-benzylindazol-7-yl)-3-[1-(oxan-2-yl)indazol-6-yl]prop-2-enamide C(C1=CC=CC=C1)N1N=CC2=CC=CC(=C12)NC(C=CC1=CC=C2C=NN(C2=C1)C1OCCCC1)=O